FC(C(=O)O)(F)F.OCCS(=O)(=O)N 2-hydroxyethane-1-sulfonamide 2,2,2-trifluoroacetate